CC=1SC(=CC1C(=O)NC1=NC(=NS1)CN(C)C)C1=CC(=CC=C1)OC 2-Methyl-5-(3-methoxyphenyl)-N-(3-((dimethylamino)methyl)-1,2,4-thiadiazol-5-yl)thiophene-3-Formamide